NC=1N(C2=C(C(=CC=C2C1SC=1C=C(C(=O)O)C=CC1)Cl)F)C=1C=NN(C1)C(C)C 3-((2-amino-6-chloro-7-fluoro-1-(1-isopropyl-1H-pyrazol-4-yl)-1H-indol-3-yl)thio)benzoic acid